2-(4-iodo-phenoxy)-1-(4-methoxyphenyl)-ethanone IC1=CC=C(OCC(=O)C2=CC=C(C=C2)OC)C=C1